2-chloro-3,3,3-trifluoro-2-(trichloromethyl)propionitrile ClC(C#N)(C(F)(F)F)C(Cl)(Cl)Cl